ethyl 3-cyclopropyl-1-((3-(trifluoromethoxy)cyclobutyl)methyl)-4-(trifluoromethyl)-1H-pyrazole-5-carboxylate C1(CC1)C1=NN(C(=C1C(F)(F)F)C(=O)OCC)CC1CC(C1)OC(F)(F)F